C(#N)C(CCC(=O)O)(C)SC(C1=CC=CC=C1)=S 4-cyano-4-(thiobenzoyl-thio)valeric acid